ClC=1C=NC=2C(NC=CC2C1)=O 3-chloro-1,7-naphthyridin-8(7H)-one